C(CCC)N(C1=CC(=C(C(=O)C2=C(C(=O)O)C=CC=C2)C=C1)O)CCCC 2-(4-dibutylamino-2-hydroxybenzoyl)benzoic acid